FC(C=1C=2N3CCCC3CCCCCC(C3=NN=C(C(=CC1)N2)O3)O)(F)F 18-(trifluoromethyl)-22-oxa-3,4,16,21-tetraazatetracyclo[15.3.1.12,5.012,16]docosa-1(20),2,4,17(21),18-penta-en-6-ol